C(CCC)N1C([C@H](NC(C12CCN(CC2)CC2=CC=C(C=C2)OC2=C(C=C(C=C2)C(=O)O)OC)=O)[C@@H](C(CC)CC)O)=O (3R)-1-butyl-2,5-dioxo-3-((1R)-1-hydroxy-2-ethylbutyl)-9-(4-(4-carboxy-2-methoxyphenoxy)phenylmethyl)-1,4,9-triazaspiro[5.5]undecane